ClC=1C=C(C=CC1C=1N(C2=NC=NC(=C2N1)OC1(CC1)C)CC1=CC=C(C=C1)C)CC(=O)N 2-(3-chloro-4-(9-(4-methylbenzyl)-6-(1-methylcyclopropoxy)-9H-purin-8-yl)phenyl)acetamide